BrC=1C=CC2=C(C(=C(O2)CCOC)COC2=C(C=CC=C2)CC(=O)OCC)C1 ethyl 2-(2-((5-bromo-2-(2-methoxyethyl)benzofuran-3-yl)methoxy)phenyl)acetate